ClC1=CC(=C(C(=O)NC2=CC(=CC=C2)C(N)=O)C=C1)OC1=C(C=C(C=C1)F)OC 4-chloro-N-(3-carbamoylphenyl)-2-(4-fluoro-2-methoxyphenoxy)benzamide